6-bromo-3,4-dichloro-7-fluoro-2-methylquinoline BrC=1C=C2C(=C(C(=NC2=CC1F)C)Cl)Cl